ethyl (2E)-2-(methoxymethylene)-3-oxo-butyrate CO\C=C(\C(=O)OCC)/C(C)=O